5-(difluoromethyl)-2-(4-(piperidin-3-ylamino)phthalazin-1-yl)phenol FC(C=1C=CC(=C(C1)O)C1=NN=C(C2=CC=CC=C12)NC1CNCCC1)F